6-(8-fluoro-2-methylimidazo[1,2-a]pyridin-6-yl)-2-(4-methylpiperazin-1-yl)thiazolo[5,4-d]pyrimidin-7(6H)-one FC=1C=2N(C=C(C1)N1C=NC3=C(C1=O)N=C(S3)N3CCN(CC3)C)C=C(N2)C